C(CCCCCCCCCCCCCCCCCCC)[Si](OC)(OC)OC eicosyl-trimethoxysilane